C(C)(CCC)[Sn](OC(C)(C)C)(OC(C)(C)C)OC(C)(C)C sec-pentyltri(t-butoxy)tin